C(C1=CC=CC=C1)(=O)C1(C2=C(NC3=C(N1)C=CC=C3)CCCC2=O)C 11-benzoyl-11-methyl-2,3,4,5,10,11-hexahydro-1H-dibenzo[b,e][1,4]diazepin-1-one